4-methyl-4-(3-methyl-1,2,4-oxadiazol-5-yl)-N-{2-[4-(propan-2-yl)piperazin-1-yl]phenyl}piperidine-1-carboxamide hydrochloride Cl.CC1(CCN(CC1)C(=O)NC1=C(C=CC=C1)N1CCN(CC1)C(C)C)C1=NC(=NO1)C